Cl\C(\C(F)(F)F)=C(\C(F)(F)F)/F Z-2-chloro-1,1,1,3,4,4,4-heptafluorobut-2-ene